Cl.C[C@](C(=O)O)(CC1=CC=C(C=C1)O)N methyl-(2R)-2-amino-3-(4-hydroxyphenyl)propionic acid hydrochloride